1-t-butoxycarbonyl-3-acetoxyazetidine C(C)(C)(C)OC(=O)N1CC(C1)OC(C)=O